FC=1C(=C(C#N)C=CC1N1CCC(CC1)C1=C(C=C(C=C1)O)F)C(F)(F)F 3-fluoro-4-[4-(2-fluoro-4-hydroxy-phenyl)-1-piperidinyl]-2-(trifluoromethyl)benzonitrile